C1(=CCCC1)C1=CC=C2C=C(C(=NC2=C1)OC)C(=O)[O-] 7-(cyclopent-1-enyl)-2-methoxyquinoline-3-carboxylate